1-[4-(trifluoromethyl)-2-pyridyl]ethanone FC(C1=CC(=NC=C1)C(C)=O)(F)F